NC1=CC(=C2C(N(CCCCC[C@@](C3=NN=C(C1=N2)O3)(C(F)(F)F)O)CC3=NC=C(C=C3)C(C)(C)C)=O)C(F)(F)F (6R)-17-Amino-12-[(5-tert-butyl-2-pyridyl)methyl]-6-hydroxy-6,15-bis(trifluoromethyl)-19-oxa-3,4,12,18-tetrazatricyclo[12.3.1.12,5]nonadeca-1(18),2,4,14,16-pentaen-13-one